C(C)(=O)NC=1C=C(C(=O)NC=2SC=CC3=C(N2)C=CC=C3OC(C)C)C=CC1 3-(acetylamino)-N-[6-(prop-2-yloxy)benzo[d][1,3]thiazepin-2-yl]benzamide